6-methoxy-2-(3-methoxyphenyl)benzopyran-4-one COC=1C=CC2=C(C(C=C(O2)C2=CC(=CC=C2)OC)=O)C1